(2R,6S)-N-{2-[(4-ethylphenyl)methyl]-2-azaspiro[3.3]heptan-6-yl}-2,6-dimethyl-4-[5-(trifluoromethyl)pyrimidin-2-yl]piperazine-1-carboxamide C(C)C1=CC=C(C=C1)CN1CC2(C1)CC(C2)NC(=O)N2[C@@H](CN(C[C@@H]2C)C2=NC=C(C=N2)C(F)(F)F)C